m-methylphenoxycyclotriphosphazene (S)-benzyl-2-((5-fluoro-6-methylpyridin-2-yl)carbamoyl)-5-oxopyrrolidine-1-carboxylate C(C1=CC=CC=C1)OC(=O)N1[C@@H](CCC1=O)C(NC1=NC(=C(C=C1)F)C)=O.CC=1C=C(OP2=NP=NP=N2)C=CC1